N-acetoxy-1-[9-ethyl-6-{2-methyl-4-(3,3-dimethyl-2,4-dioxacyclopentanylmethyloxy)benzoyl}-9H-carbazol-3-yl]ethan-1-imine C(C)(=O)ON=C(C)C=1C=CC=2N(C3=CC=C(C=C3C2C1)C(C1=C(C=C(C=C1)OCC1OC(OC1)(C)C)C)=O)CC